CALCIUM CARBONATE C([O-])([O-])=O.[Ca+2]